(R)-8-chloro-4-((3-chloro-4-fluorophenyl)amino)-6-(((1-isopropyl-1H-1,2,3-triazol-4-yl)(oxazol-5-yl)methyl)amino)quinoline-3-carbonitrile ClC=1C=C(C=C2C(=C(C=NC12)C#N)NC1=CC(=C(C=C1)F)Cl)N[C@@H](C1=CN=CO1)C=1N=NN(C1)C(C)C